tert-butyl 3-(2-(1,2-dihydroxyethyl)pyridin-4-yl)-4,4-difluoropiperidine-1-carboxylate OC(CO)C1=NC=CC(=C1)C1CN(CCC1(F)F)C(=O)OC(C)(C)C